beta-hydroxybutyryl-coenzyme A OC(CC(=O)SCCNC(CCNC([C@@H](C(COP(OP(OC[C@@H]1[C@H]([C@H]([C@@H](O1)N1C=NC=2C(N)=NC=NC12)O)OP(=O)(O)O)(=O)O)(=O)O)(C)C)O)=O)=O)C